methyl 2-({9-[(1S)-1-(4-chloro-2-fluorophenyl)ethyl]-1,2,3,4-tetrahydrobenzo[4,5]imidazo[1,2-a]pyrazin-2-yl}methyl)-3-{[(2S)-oxetan-2-yl]methyl}benzo[d]imidazole-5-carboxylate ClC1=CC(=C(C=C1)[C@@H](C)C1=CC=CC2=C1N=C1N2CCN(C1)CC=1N(C2=C(N1)C=CC(=C2)C(=O)OC)C[C@H]2OCC2)F